C(C1=C(C(=CC(=C1)C(C)(C)C)N1N=C2C(=N1)C=CC=C2)O)C2=C(C(=CC(=C2)C(C)(C)C)N2N=C1C(=N2)C=CC=C1)O 2,2'-methylenebis[4-t-butyl-6-(2H-benzotriazol-2-yl)phenol]